3-((3S,4R)-6-(7-((S)-2-(6-methoxynaphthalen-2-yl)propionyl)-7H-pyrrolo[2,3-d]pyrimidine-4-yl)-3-methyl-1,6-diazaspiro[3.4]octane-1-yl)-3-oxopropionitrile COC=1C=C2C=CC(=CC2=CC1)[C@@H](C(=O)N1C=CC2=C1N=CN=C2N2C[C@]1([C@H](CN1C(CC#N)=O)C)CC2)C